1-oleoyl-2-palmitoyl-3-linoleoylglycerol C(CCCCCCC\C=C/CCCCCCCC)(=O)OCC(OC(CCCCCCCCCCCCCCC)=O)COC(CCCCCCC\C=C/C\C=C/CCCCC)=O